[Si](C)(C)(C(C)(C)C)[C@@]1([C@@H](O[C@@H]([C@]1(O)[Si](C)(C)C(C)(C)C)C(O)[Si](C)(C)C(C)(C)C)N1C(=O)NC(=O)C=C1)O 2',3',5'-tris-(tert-butyldimethylsilyl)uridine